CC1=CC=C(C=C1)OC(C)C 1-methyl-4-(prop-2-yloxy)benzene